6-[4-(1-Cyclopentylpiperidin-4-yl)-1,4-diazepan-1-yl]-N-(cyclopropylmethyl)pyridine-2-carboxamide C1(CCCC1)N1CCC(CC1)N1CCN(CCC1)C1=CC=CC(=N1)C(=O)NCC1CC1